piperidine-2-carboxylic acid-sarcosine salt N(C)CC(=O)O.N1C(CCCC1)C(=O)O